N-(3,5-Dichlorophenyl)-N1-(3-methoxyphenyl)-6-morpholin-4-yl-[1,3,5]triazine-2,4-diamine ClC=1C=C(C=C(C1)Cl)NC1N(C(=NC(=N1)N)N1CCOCC1)C1=CC(=CC=C1)OC